C1=C(C=C(C=C1F)I)F 3,5-difluoroiodobenzene